3-chloro-2-cyano-5-fluorobenzyl acetate C(C)(=O)OCC1=C(C(=CC(=C1)F)Cl)C#N